1-Bromo-10H-phenothiazine BrC1=CC=CC=2SC3=CC=CC=C3NC12